3-(2-Oxopiperazin-1-yl)azetidine-1-carboxylic acid tert-butyl ester C(C)(C)(C)OC(=O)N1CC(C1)N1C(CNCC1)=O